Cl.CN(CCCNC(OCCC)=O)C propyl [3-(dimethylamino)propyl]carbamate hydrochloride